C(C)(C)OC1=C(C=CC(=C1)F)B(O)O 2-isopropoxy-4-fluorophenyl-boronic acid